13-cis-beta-carotene CC1=C(C(CCC1)(C)C)/C=C/C(=C/C=C/C(=C/C=C/C=C(/C)\C=C\C=C(/C)\C=C\C2=C(CCCC2(C)C)C)/C)/C